6-((3S,4R)-3-aminotetrahydro-2H-pyran-4-yl)-7-bromo-2-chloro-N-(thiophen-2-ylmethyl)thieno[3,2-d]pyrimidin-4-amine formate C(=O)O.N[C@@H]1COCC[C@H]1C1=C(C=2N=C(N=C(C2S1)NCC=1SC=CC1)Cl)Br